O(C=1C=C(C=CC1)O)C=1C=C(C=CC1)O 3,3'-oxybis[phenol]